(S)-2-(4-chloro-3-(trifluoromethoxy)phenyl)-1-(4-((5R,7R)-7-hydroxy-5-methyl-6,7-dihydro-5H-cyclopenta[d]pyrimidin-4-yl)piperazin-1-yl)-3-(isopropylamino)propan-1-one ClC1=C(C=C(C=C1)[C@H](C(=O)N1CCN(CC1)C=1C2=C(N=CN1)[C@@H](C[C@H]2C)O)CNC(C)C)OC(F)(F)F